C(CCCN)CCN 1,6-hexamethyleneDiamine